2,4-bis(4-hydroxyphenyl)-2-methylbutane OC1=CC=C(C=C1)C(C)(CCC1=CC=C(C=C1)O)C